FC1=C(C=CC(=C1)C)NC=1N(C2=NC(=NC=C2N1)NC1CCOCC1)C1CCC(CC1)C(=O)N (1s,4s)-4-(8-(2-fluoro-4-methylphenylamino)-2-(tetrahydro-2H-pyran-4-ylamino)-9H-purin-9-yl)cyclohexanecarboxamide